4-(2-chloro-4-nitrophenoxy)-3-iodo-1-(4-methoxybenzyl)-1H-pyrazolo[3,4-b]Pyridine ClC1=C(OC2=C3C(=NC=C2)N(N=C3I)CC3=CC=C(C=C3)OC)C=CC(=C1)[N+](=O)[O-]